CC1=C(C)C(=CC(=C1)S(=O)(=O)NC1=CC=CC=C1)C 2,6-dimethyl-4-toluenesulfonanilide